The molecule is a (5Z,8Z,14Z)-11,12-dihydroxyicosatrienoic acid in which the two stereocentres at positions 11 and 12 both have R-configuration. It derives from an arachidonic acid. It is a conjugate acid of a (5Z,8Z,11R,12R,14Z)-11,12-dihydroxyicosatrienoate. It is an enantiomer of a (5Z,8Z,11S,12S,14Z)-11,12-dihydroxyicosatrienoic acid. CCCCC/C=C\\C[C@H]([C@@H](C/C=C\\C/C=C\\CCCC(=O)O)O)O